C(CCC)C1(CN(C2=C(S(C1)(=O)=O)C=C(C(=C2)SC)CN[C@H](C(=O)O)C)C2=CC=CC=C2)CCCC (S)-2-(((3,3-dibutyl-7-methylsulfanyl-1,1-dioxo-5-phenyl-2,3,4,5-tetrahydrobenzo[b][1,4]thiazepin-8-yl)methyl)amino)propanoic acid